1-(Cyclobutanecarbonyl)-N-((7-(5-(difluoromethyl)-1,3,4-oxadiazol-2-yl)imidazo[1,2-a]pyridin-2-yl)methyl)-N-(3-fluorophenyl)azetidine-3-carboxamide C1(CCC1)C(=O)N1CC(C1)C(=O)N(C1=CC(=CC=C1)F)CC=1N=C2N(C=CC(=C2)C=2OC(=NN2)C(F)F)C1